3-[2-(4-{[(2R,7aS)-2-fluoro-hexahydropyrrolizin-7a-yl]methoxy}-6-[(1R,5S)-3,8-diazabicyclo[3.2.1]octan-3-yl]-1,3,5-triazin-2-yl)ethyl]-5-chloro-4-[(1R,2R)-2-methylcyclopropyl]phenol F[C@@H]1C[C@@]2(CCCN2C1)COC1=NC(=NC(=N1)N1C[C@H]2CC[C@@H](C1)N2)CCC=2C=C(C=C(C2[C@H]2[C@@H](C2)C)Cl)O